C1(CC1)N1N=CC(=C1)C=1C=C(C=CC1)N(C(=O)[C@@H]1CC[C@H](CC1)NC(COCCO)=O)C[C@@H]1CC[C@H](CC1)C1=CC(=C(C=C1)OC)C trans-N-(3-(1-Cyclopropyl-1H-pyrazol-4-yl)phenyl)-4-(2-(2-hydroxyethoxy)acetamido)-N-((trans-4-(4-methoxy-3-methylphenyl)cyclohexyl)methyl)-cyclohexanecarboxamide